COC1=C(C=C(C=C1)OC)NC(=O)N1CC(CC1)(C=1SC=CN1)C1=C(C=C(C=C1)C)F N-(2,5-dimethoxyphenyl)-3-(2-fluoro-4-methylphenyl)-3-(thiazol-2-yl)pyrrolidine-1-carboxamide